2-bromo-4-((5-bromo-2-methylpyrimidin-4-yl)amino)-5-methylthiophene-3-carbaldehyde BrC=1SC(=C(C1C=O)NC1=NC(=NC=C1Br)C)C